3,5-di-t-butyl-4-hydroxy-toluene C(C)(C)(C)C=1C=C(C)C=C(C1O)C(C)(C)C